(R)-1-methyl-3-((2-methylpyrrolidin-1-yl)sulfonyl)-1H-imidazol-3-ium trifluoromethanesulfonate FC(S(=O)(=O)[O-])(F)F.CN1C=[N+](C=C1)S(=O)(=O)N1[C@@H](CCC1)C